3-ethyl-N-(7-fluoro-2-oxo-1H-quinolin-6-yl)pyridine-4-carboxamide C(C)C=1C=NC=CC1C(=O)NC=1C=C2C=CC(NC2=CC1F)=O